C1(=CC=CC=C1)S(=O)(=O)NCC(=O)O N-(benzenesulfonyl)glycine